di[4,9-dihydro-2H-benzo[f]isoindol-1-yl]methane C=1(NC=C2CC3=C(CC12)C=CC=C3)CC=3NC=C1CC2=C(CC31)C=CC=C2